1,2-dihydroxybenzyl pyruvate C(C(=O)C)(=O)OCC1(C(C=CC=C1)O)O